(5-fluoro-2-methoxyphenyl)benzylamine FC=1C=CC(=C(C1)NCC1=CC=CC=C1)OC